Cl.C(C)C1=NC(=NO1)C=1C=C2CCCC(C2=CC1)N 6-(5-ethyl-1,2,4-oxadiazol-3-yl)-1,2,3,4-tetrahydronaphthalen-1-amine hydrochloride